ClC=1OC=C(N1)C(C(=O)OCC)(F)F ethyl (2-chloro-1,3-oxazol-4-yl)(difluoro)acetate